C(C)C=1C(=C2C(=NC1C(F)(F)F)CCC2)NC(=O)N=S(=O)(N)C2=CN=C(S2)C(C)(C)O N'-((3-ethyl-2-(trifluoromethyl)-6,7-dihydro-5H-cyclopenta[b]pyridin-4-yl)carbamoyl)-2-(2-hydroxypropan-2-yl)thiazole-5-sulfonimidamide